N-(4-((4-(3,5-dichlorophenyl)piperazin-1-yl)sulfonyl)phenyl)-5-formyl-2-(N-methylmethyl-sulfonamido)benzamide ClC=1C=C(C=C(C1)Cl)N1CCN(CC1)S(=O)(=O)C1=CC=C(C=C1)NC(C1=C(C=CC(=C1)C=O)N(S(=O)(=O)C)C)=O